ClC1=C(C(=CC(=C1)Cl)Cl)C1CC(=NO1)C=1N=C(SC1)C1CCN(CC1)C(COC1=NC=NC(=C1)C(F)(F)F)=O 1-(4-(4-(5-(2,4,6-trichlorophenyl)-4,5-dihydroisoxazol-3-yl)thiazol-2-yl)piperidin-1-yl)-2-((6-(trifluoromethyl)pyrimidin-4-yl)oxy)ethan-1-one